BrC=1C=CC=C2N=CC(=NC12)C=1C=NN(C1)C1CCN(CC1)C(CCOCCOC=1C=C2CN(C(C2=CC1)=O)N1C(CCCC1=O)=O)=O (5-(2-(3-(4-(4-(8-bromoquinoxalin-2-yl)-1H-pyrazol-1-yl)piperidin-1-yl)-3-oxopropoxy)ethoxy)-1-oxoisoindolin-2-yl)piperidine-2,6-dione